3,5-difluoro-4-cyano-2-(2-pyridyl)phenyl-(2-carboxypyridyl)iridium(III) FC=1C(=C(C=C(C1C#N)F)[Ir+]C=1C(=NC=CC1)C(=O)O)C1=NC=CC=C1